(3S)-3-(2-benzyl-3-chloro-7-oxo-2,4,5,7-tetrahydro-6H-pyrazolo[3,4-c]pyridin-6-yl)-5-methyl-7-(pyrrolidin-2-ylethynyl)-2,3-dihydrobenzo[b][1,4]oxaazepin-4(5H)-one C(C1=CC=CC=C1)N1N=C2C(N(CCC2=C1Cl)[C@@H]1C(N(C2=C(OC1)C=CC(=C2)C#CC2NCCC2)C)=O)=O